N'-(4-(3-((3-chlorobenzyl)oxy)oxetan-3-yl)-5-fluoro-2-methylphenyl)-N-ethyl-N-methylformimidamide ClC=1C=C(COC2(COC2)C2=CC(=C(C=C2F)N=CN(C)CC)C)C=CC1